C(C)(=O)C1=C(C2=C(N=C(N=C2)NC2=NC=C(C=C2)N2CCN(CC2)C2=NC=C(C=C2)CCl)N(C1=O)C1CCCC1)C 6-acetyl-2-[[5-[4-[5-(chloromethyl)-2-pyridyl]piperazin-1-yl]-2-pyridyl]amino]-8-cyclopentyl-5-methyl-pyrido[2,3-d]pyrimidin-7-one